CS(=O)(=O)N1CC2(C1)C[C@H](N(CC2)CC2=C1C=CN(C1=C(C=C2OC)C)C(=O)OC(C)(C)C)C2=C(C=C(C=C2)C(=O)OC)NC tert-butyl 4-{[(6S)-2-methanesulfonyl-6-[4-(methoxycarbonyl)-2-(methylamino)phenyl]-2,7-diazaspiro[3.5]nonan-7-yl]methyl}-5-methoxy-7-methylindole-1-carboxylate